NC=1C(=C(C=C2C=C(N=CC12)NC(=O)[C@H]1[C@@H](C1)C#N)C=1C=NC=CC1C)C(F)(F)F trans-N-(8-amino-6-(4-methylpyridin-3-yl)-7-(trifluoromethyl)isoquinolin-3-yl)-2-cyanocyclopropane-1-carboxamide